3-(difluoromethoxy)-5-(2-isopropyl-1-(3-morpholinobicyclo-[1.1.1]pentan-1-yl)-1H-imidazol-4-yl)pyridin-2-amine FC(OC=1C(=NC=C(C1)C=1N=C(N(C1)C12CC(C1)(C2)N2CCOCC2)C(C)C)N)F